NC1=C(C(N(C2=NC(=CC=C12)OC1CC1)C=1C=NC(=CC1)C)=O)C(=O)OC methyl 4-amino-7-cyclopropoxy-1-(6-methylpyridin-3-yl)-2-oxo-1,2-dihydro-1,8-naphthyridine-3-carboxylate